C(CC)N1C(=NC=C1)Br 3-propyl-bromoimidazole